di(decyl) nonanedioate C(CCCCCCCC(=O)OCCCCCCCCCC)(=O)OCCCCCCCCCC